1-methyl-4-(trifluoromethyl)-1H-pyrazole-5-carbaldehyde CN1N=CC(=C1C=O)C(F)(F)F